C(C)[Si](CC)(CC)NC ethylmethylaminodiethyl-silane